N1(N=CC=C1)CC1=CC2=C(C(=NO2)NS(=O)(=O)C=2C(=NC=CC2OC)OC)C2=C1CCCCO2 N-(6-((1H-pyrazol-1-yl)methyl)-2,3,4,5-tetrahydrooxepino[3',2':5,6]benzo[1,2-d]isoxazol-10-yl)-2,4-dimethoxypyridine-3-sulfonamide